di-sec-butylaminotriisocyanatosilane C(C)(CC)N(C(C)CC)[Si](N=C=O)(N=C=O)N=C=O